N1C2=C(OCC1=O)N=CC=C2 pyrido[2,3-b][1,4]oxazin-2(3H)-one